3,5-diisopropyl-phenyl-sodium nickel [Ni].C(C)(C)C=1C=C(C=C(C1)C(C)C)[Na]